1,3-Dichloro-9,9-dimethyl-6-(trifluoromethoxy)-9,10-dihydroacridine ClC1=CC(=CC=2NC3=CC(=CC=C3C(C12)(C)C)OC(F)(F)F)Cl